[1-(dicyclohexylmethyl)-2-[[5-[3,5-dimethyl-1-(2-trimethylsilylethoxymethyl)pyrazol-4-yl]-4-methoxy-2-pyridinyl]amino]-2-oxo-ethyl]-2-ethyl-pyrazole-3-carboxamide C1(CCCCC1)C(C(C(=O)NC1=NC=C(C(=C1)OC)C=1C(=NN(C1C)COCC[Si](C)(C)C)C)C1=C(N(N=C1)CC)C(=O)N)C1CCCCC1